5-cyano-3-iodo-1-p-toluenesulfonyl-1H-indole C(#N)C=1C=C2C(=CN(C2=CC1)S(=O)(=O)C1=CC=C(C)C=C1)I